FC=1C(=NC(=NC1)N[C@@H]1CC[C@H](CC1)C(=O)O)C1=CC(=CC=C1)C(=O)N1C[C@H](CC1)O trans-(S)-4-((5-fluoro-4-(3-(3-hydroxypyrrolidine-1-carbonyl)phenyl)pyrimidin-2-yl)amino)cyclohexane-1-carboxylic acid